(R)-tert-butyl 2-((((9H-fluoren-9-yl) methoxy) carbonyl) amino)-3-chloropropionate C1=CC=CC=2C3=CC=CC=C3C(C12)COC(=O)N[C@H](C(=O)OC(C)(C)C)CCl